(S)-1-(4-(2-(6-((R)-3-Aminopiperidine-1-carbonyl)-3-methylpyrazolo[1,5-a]pyridin-2-yl)-1-(cyclopropylmethyl)-5-fluoro-1H-indol-7-yl)piperidin-1-yl)-2-methoxypropan-1-one N[C@H]1CN(CCC1)C(=O)C=1C=CC=2N(C1)N=C(C2C)C=2N(C1=C(C=C(C=C1C2)F)C2CCN(CC2)C([C@H](C)OC)=O)CC2CC2